COC1=C(C=C(C=C1[N+](=O)[O-])C)B1OC(C(O1)(C)C)(C)C (2-methoxy-5-methyl-3-nitrophenyl)-4,4,5,5-tetramethyl-1,3,2-dioxaborolane